2-((3-(8,8,8-trifluorooctyl)-1,2,4-oxadiazol-5-yl)methyl)acrylic acid FC(CCCCCCCC1=NOC(=N1)CC(C(=O)O)=C)(F)F